FC=1C=CC(=NC1)N1CCN(CC1)CC1=CC=C(CNC2=C3C(N(C=NC3=CC=C2)C2C(NC(CC2)=O)=O)=O)C=C1 3-(5-((4-((4-(5-fluoropyridin-2-yl)piperazin-1-yl)methyl)benzyl)amino)-4-oxoquinazolin-3(4H)-yl)piperidine-2,6-dione